(2-bromo-4-(((tetrahydro-2H-pyran-2-yl)oxy)methyl)phenyl)methanol BrC1=C(C=CC(=C1)COC1OCCCC1)CO